CC=1C=C(SC1C)C(=O)NC1CCC(CC1)NC1=CC(=NC2=CC=CC=C12)C(F)(F)F 4,5-dimethyl-N-[(1s,4s)-4-{[2-(trifluoromethyl)quinolin-4-yl]amino}cyclohexyl]thiophene-2-carboxamide